O=C1NC(CCC1N1C(C2=CC=CC(=C2C1=O)N1CC2(C1)CCNCC2)=O)=O 2-(2,6-dioxopiperidin-3-yl)-4-(2,7-diazaspiro[3.5]nonan-2-yl)isoindoline-1,3-dione